[3-[2-(difluoromethyl)-6-methyl-4-pyridinyl]-5-[(2-hydroxy-2-methyl-propyl)amino]pyrazolo[1,5-a]pyrimidin-2-yl]benzonitrile FC(C1=NC(=CC(=C1)C=1C(=NN2C1N=C(C=C2)NCC(C)(C)O)C2=C(C#N)C=CC=C2)C)F